3-Cyano-N-(trans-3-fluoro-3-methyl-cyclobutyl)-2-(methoxymethyl)pyrazolo[1,5-a]pyrimidine-7-carboxamide C(#N)C=1C(=NN2C1N=CC=C2C(=O)NC2CC(C2)(C)F)COC